8'-Bromo-3,3-difluorospiro[cyclobutane-1,1'-pyrrolo[2,3-c]quinolin]-2'(3'H)-one BrC1=CC=2C3=C(C=NC2C=C1)NC(C31CC(C1)(F)F)=O